(S)-2-((tert-butoxycarbonyl)(methyl)amino)-3-(2,5-dichlorophenyl)propanoic acid C(C)(C)(C)OC(=O)N([C@H](C(=O)O)CC1=C(C=CC(=C1)Cl)Cl)C